(4-((5-amino-7-(((3-cyclopropylcyclobutyl)methyl)amino)-1H-pyrazolo[4,3-d]pyrimidin-1-yl)methyl)-3-methoxyphenyl)methanol NC=1N=C(C2=C(N1)C=NN2CC2=C(C=C(C=C2)CO)OC)NCC2CC(C2)C2CC2